FC=1C(=C(C=CC1F)C1C(SC(C1)(C(F)(F)F)C)C(=O)NC1=CNC(C=C1)=O)OC 3-(3,4-difluoro-2-methoxyphenyl)-5-methyl-N-(6-oxo-1,6-dihydropyridin-3-yl)-5-(trifluoromethyl)tetrahydrothiophene-2-carboxamide